tris(4-n-nonylphenyl)phosphite C(CCCCCCCC)C1=CC=C(C=C1)OP(OC1=CC=C(C=C1)CCCCCCCCC)OC1=CC=C(C=C1)CCCCCCCCC